1,4-difluorophenol FC1(CC=C(C=C1)F)O